BrC=1C(=CC(=NC1)C(C)N)C 1-(5-bromo-4-methylpyridin-2-yl)ethanamine